FC1=C2C(=NN(C2=CC=C1)CC1=NOC(=N1)C1=CC=C(C=C1)F)C1CN(C1)C(=O)OC(C)(C)C tert-Butyl 3-(4-fluoro-1-{[5-(4-fluorophenyl)-1,2,4-oxadiazol-3-yl]methyl}-1H-indazol-3-yl)azetidine-1-carboxylate